FC=1C=C(COC=2C(C=C(OC2)CN2CC3=CC=CC=C3C2)=O)C=CC1S(=O)(=O)C 5-((3-fluoro-4-(methylsulfonyl)benzyl)oxy)-2-(isoindolin-2-ylmethyl)-4H-pyran-4-one